1-[5-fluoro-9-(oxetan-3-yl)-9H-xanthen-3-yl]pyrrolidine FC1=C2OC=3C=C(C=CC3C(C2=CC=C1)C1COC1)N1CCCC1